CN1CCC(CC1)OC=1C=NC2=CC=C(C=C2N1)C1=CNC=2N=C(N=CC21)N 5-(3-((1-Methylpiperidin-4-yl)oxy)quinoxalin-6-yl)-7H-pyrrolo[2,3-d]pyrimidin-2-amine